C(C=C)(=O)OC(C(C)(C)C)C 2,2-dimethyl-3-butyl acrylate